ICC1=CC=C(C=C1)NC([C@H](CCCNC(=O)N)NC(OCC1C2=CC=CC=C2C=2C=CC=CC12)=O)=O (9H-fluoren-9-yl)methyl (S)-(1-((4-(iodomethyl)phenyl)amino)-1-oxo-5-ureidopentan-2-yl)carbamate